NC1=NC=CC2=C(C=CC=C12)C=1C=C2C(=NN(C2=CC1)[C@@H]1CN(CC1)C(=O)OCC)COC1=C(C(=CC=C1)C)CC(=O)OCC ethyl (S)-3-(5-(1-aminoisoquinolin-5-yl)-3-((2-(2-ethoxy-2-oxoethyl)-3-methylphenoxy)methyl)-1H-indazol-1-yl)pyrrolidine-1-carboxylate